C(C)OC=1C=C(C=CC1C=1NC(C2=C(N1)NN=N2)=O)C2=CC(=C(C=C2)O)C(=O)O 3'-ethoxy-4-hydroxy-4'-(7-oxo-6,7-dihydro-3H-[1,2,3]triazolo[4,5-d]pyrimidin-5-yl)-[1,1'-biphenyl]-3-carboxylic acid